(S)-2-((4-(1-(4-chloro-2-fluorophenylethyl)-2-oxo-1,4-dihydro-quinazolin-3(2H)-yl)piperidin-1-yl)methyl)-1-(oxetan-2-ylmethyl)-1H-benzo[d]imidazole-6-carboxylic acid ClC1=CC(=C(C=C1)CCN1C(N(CC2=CC=CC=C12)C1CCN(CC1)CC1=NC2=C(N1C[C@H]1OCC1)C=C(C=C2)C(=O)O)=O)F